2-(3-bromophenyl)-4-((2-hydroxyethyl)thio)-2-methylbutanoic acid BrC=1C=C(C=CC1)C(C(=O)O)(CCSCCO)C